OC[C@](C)(O)C=1C=C(SC1)[S@](=O)(N)=NC(NC1=C2C(=NC3=C1CCC3)C(CC2)(C)C)=O (S)-4-((R)-1,2-dihydroxypropan-2-yl)-N'-((3,3-dimethyl-1,2,3,5,6,7-hexahydrodicyclopenta[b,e]pyridin-8-yl)carbamoyl)thiophene-2-sulfonimidamide